O1COC2=C1C=CC=C2S(=O)(=O)C2=CC=C(C=C2)NC(=O)NCC=2C=NC=CC2 1-[4-(2H-1,3-benzodioxole-4-sulfonyl)phenyl]-3-(pyridin-3-ylmethyl)urea